{1-[6-({4-[2-amino-6-(m-cyanophenyl)-4-pyrimidinyl]-1H-1,2,3-triazol-1-yl}methyl)-2-pyridinyl]-4-piperidinyl}acetic acid NC1=NC(=CC(=N1)C=1N=NN(C1)CC1=CC=CC(=N1)N1CCC(CC1)CC(=O)O)C1=CC(=CC=C1)C#N